iodoethyl octanoate C(CCCCCCC)(=O)OCCI